cis-N-(4-chloro-2-fluoro-5-(5-fluoropyridin-3-yl)phenyl)-3-methyl-1-(5-methyl-1,3,4-oxadiazol-2-yl)-6-azabicyclo[3.1.1]heptane-6-carboxamide ClC1=CC(=C(C=C1C=1C=NC=C(C1)F)NC(=O)N1C2CC(CC1(C2)C=2OC(=NN2)C)C)F